C1(=CC=CC=C1)[C@H]1[C@@H](N1)C(=O)O (2R,3S)-3-phenylaziridine-2-carboxylic acid